cis-styrene-cinnamamide C(=C/C1=CC=CC=C1)/C1=CC=CC=C1C=CC(=O)N